1,2-dimethoxyethane Sodium [Na].COCCOC